6-chloro-3-((1-(2-cyano-3-((cyclopropylmethyl)amino)-7-methylquinoxalin-5-yl)ethyl)amino)picolinic acid ClC1=CC=C(C(=N1)C(=O)O)NC(C)C1=C2N=C(C(=NC2=CC(=C1)C)C#N)NCC1CC1